N-(2-(difluoromethoxy)-6-methylpyridin-3-yl)-3-(2-isopropyl-5-methylphenyl)azetidine-3-carboxamide (2-(2,4-dioxotetrahydropyrimidin-1(2H)-yl)pyrimidin-5-yl)methyl-methanesulfonate O=C1N(CCC(N1)=O)C1=NC=C(C=N1)CCS(=O)(=O)O.FC(OC1=NC(=CC=C1NC(=O)C1(CNC1)C1=C(C=CC(=C1)C)C(C)C)C)F